N(=[N+]=[N-])CCCO 3-azidopropanol